2-(2-isopropylphenyl)-9-(4-(1-methyl-5-morpholino-1H-1,2,4-triazol-3-yl)benzyl)-7,9-dihydro-8H-purin-8-one C(C)(C)C1=C(C=CC=C1)C1=NC=C2NC(N(C2=N1)CC1=CC=C(C=C1)C1=NN(C(=N1)N1CCOCC1)C)=O